BETA-HYDROXY BETA-METHYLBUTYRATE CC(C)(CC(=O)O)O